CC=1C=C(N(CCOC)CC)C=CC1N 3-methyl-4-amino-N-ethyl-N-β-methoxyethylaniline